CC1(N(C2=CC=CC(=C2CC1)N1CCOCC1)C(=O)NCCC1=CC=CC=C1)C 2,2-Dimethyl-5-morpholino-N-phenethyl-3,4-dihydroquinoline-1(2H)-carboxamide